(S)-5-(Azetidin-2-ylmethoxy)-2-methyl-N-(1-(7-vinylquinolin-5-yl)cyclopropyl)benzamide N1[C@@H](CC1)COC=1C=CC(=C(C(=O)NC2(CC2)C2=C3C=CC=NC3=CC(=C2)C=C)C1)C